C(C)(C)(C)OC(N=C(SC)NC(C)=O)=O acetamido(methylthio)methylenecarbamic acid tert-butyl ester